13-hexadecen-1-yl acetate C(C)(=O)OCCCCCCCCCCCCC=CCC